C(C)(=O)C1=CC2=C(NC1=O)SC=C2 5-acetylthieno[2,3-b]pyridin-6(7H)-one